Cl.N[C@@H]1C[C@H](C1)O (trans)-3-aminocyclobutan-1-ol hydrochloride